CC1=C(C(NC(=C1)C)=O)CNC(C1=C(C(=CC(=C1)C=1C=NC(=CC1)N1CCN(CC1)C(C)C)N(C(=O)C1CCCC1)CC)C)=O N-((4,6-dimethyl-2-oxo-1,2-dihydropyridin-3-yl)methyl)-3-(N-ethylcyclopentanecarboxamido)-5-(6-(4-isopropylpiperazin-1-yl)pyridin-3-yl)-2-methylbenzamide